CN1C([C@H](CC1)N[C@@H]1CN(C[C@@H](C1)C(F)(F)F)C1=CC=C(C=2N=CC=NC12)C#N)=O 8-((3S,5R)-3-(((S)-1-methyl-2-oxopyrrolidin-3-yl)amino)-5-(trifluoromethyl)piperidin-1-yl)quinoxaline-5-carbonitrile